Cl.Cl.C1(CC1)[C@H]1CN(CCN1)C=1N=NC(=CN1)C1=C(C=C(C=C1)N1N=CC=N1)O 2-{3-[(3S)-3-cyclopropylpiperazin-1-yl]-1,2,4-triazin-6-yl}-5-(2H-1,2,3-triazol-2-yl)phenol dihydrochloride